BrC1=CC2=C(C3=C1N=CO3)SC(=N2)NC(=O)C2CC2 N-(4-bromothiazolo[5',4':3,4]benzo[1,2-d]oxazol-7-yl)cyclopropanecarboxamide